N-((8-((cyclopropylmethyl)amino)-6-(2,6-dichloro-3,5-dimethoxyphenyl)pyrido[3,4-d]pyrimidin-2-yl)methyl)acrylamide C1(CC1)CNC1=NC(=CC2=C1N=C(N=C2)CNC(C=C)=O)C2=C(C(=CC(=C2Cl)OC)OC)Cl